4-{[(3R)-3-amino-3-methylpyrrolidin-1-yl]methyl}-N-{4-[4-(morpholin-4-yl)-7H-pyrrolo[2,3-d]pyrimidin-6-yl]phenyl}pyridine-2-carboxamide N[C@]1(CN(CC1)CC1=CC(=NC=C1)C(=O)NC1=CC=C(C=C1)C1=CC2=C(N=CN=C2N2CCOCC2)N1)C